(1S,2R,3R,5S)-3-(tert-butoxymethyl)-5-(2-chloro-4-(((R)-2,3-dihydro-1H-inden-1-yl)amino)pyrrolo[2,1-f][1,2,4]triazin-7-yl)cyclopentane-1,2-diol C(C)(C)(C)OC[C@@H]1[C@H]([C@H]([C@@H](C1)C1=CC=C2C(=NC(=NN21)Cl)N[C@@H]2CCC1=CC=CC=C21)O)O